(2-amino-6-{1-[(6-cyclopropyl-2-pyridinyl)methyl]-1H-1,2,3-triazol-4-yl}-4-pyrimidinyl)-2-methoxybenzonitrile NC1=NC(=CC(=N1)C=1C(=C(C#N)C=CC1)OC)C=1N=NN(C1)CC1=NC(=CC=C1)C1CC1